C1(=CC=CC=C1)C1=NOC(C1)C(N)=NO 3-phenylisoxazoline-5-carboxamide oxime